[Ir].ClC(C1=C(C(=C(C1C)C)C)C)Cl dichloro-pentamethyl-cyclopentadiene iridium